FC1=C(C(=O)F)C(=CC(=C1)F)F 2,4,6-trifluorobenzoyl fluoride